FC(C1=NN(C=C1NC(=O)C=1N=COC1)C1CCN(CC1)CC=1C=C2C(N(C(C2=CC1)=O)N1C(NC(CC1)=O)=O)=O)F N-(3-(difluoromethyl)-1-(1-((2-(2,4-dioxotetrahydropyrimidin-1(2H)-yl)-1,3-dioxoisoindolin-5-yl)methyl)piperidin-4-yl)-1H-pyrazol-4-yl)oxazole-4-carboxamide